BrC1=CC(=CC=2CC(OC21)C)OC2=NC=C(C=C2)C(F)(F)F 2-((7-Bromo-2-methyl-2,3-dihydrobenzofuran-5-yl)oxy)-5-(trifluoromethyl)pyridine